(4-methyl-piperazin-1-yl)-4-o-methylPhenyl-pyridin-3-ylamine CN1CCN(CC1)NC=1C=NC=CC1C1=C(C=CC=C1)C